5-fluoro-N-isopropylbenzamide fumarate C(\C=C\C(=O)O)(=O)O.FC=1C=CC=C(C(=O)NC(C)C)C1